3-amino-5-bromobenzo[e][1,2,4]triazine-1-oxide NC=1N=[N+](C2=C(N1)C(=CC=C2)Br)[O-]